bis(3-triethoxysilylpropyl)disulfane C(C)O[Si](CCCSSCCC[Si](OCC)(OCC)OCC)(OCC)OCC